N-chloroisoindole-1,3-dione ClN1C(C2=CC=CC=C2C1=O)=O